2-((benzyloxy)carbonyl)-3-(4-bromophenyl)-5-isopropoxycyclohexane-1-carboxylic acid C(C1=CC=CC=C1)OC(=O)C1C(CC(CC1C1=CC=C(C=C1)Br)OC(C)C)C(=O)O